C(#C)C1=CC(=C(C=N1)C=1N(C=2C(C(=CC3=C4C(C=NC24)=NNC3)OC3=NC(=CC=C3)C)=CC1)C)C 10-(6-ethynyl-4-methylpyridin-3-yl)-11-methyl-7-((6-methylpyridin-2-yl)oxy)-5,11-dihydro-4H-1,3,4,11-Tetraazadibenzo[cd,h]azulene